NC=1N=CN(C(C1C(=O)OC)=O)C1=C(C=C(C=C1Cl)OC(F)F)Cl methyl 4-amino-1-(2,6-dichloro-4-(difluoromethoxy)phenyl)-6-oxo-1,6-dihydropyrimidine-5-carboxylate